C12OCC(C1)(C2)COC2=C(C(=C(C=C2)NC=2C1=C(N=CN2)C=CC(=N1)O[C@@H]1CNCC1)F)F (S)-N-(4-((2-oxabicyclo[2.1.1]hexan-4-yl)methoxy)-2,3-difluorophenyl)-6-(pyrrolidin-3-yloxy)pyrido[3,2-d]pyrimidin-4-amine